CS(=O)(=O)[O-] Methan-sulfonat